Trimethylolpropane eicosanoate C(CCCCCCCCCCCCCCCCCCC)(=O)O.C(O)C(CC)(CO)CO